(2R,5S)-5-(aminomethyl)-2-[4-(3,5-difluorophenoxy)phenyl]-1,4-thiazepan-3-one hydrochloride Cl.NC[C@H]1NC([C@H](SCC1)C1=CC=C(C=C1)OC1=CC(=CC(=C1)F)F)=O